C1(CCCC1)C1=CN=CC(=N1)NC=1C(=NOC1C1=CC=C(C(=N1)C)OC[C@@H]1[C@H](CCCC1)C(=O)OC)C methyl (1S,2S)-2-(((6-(4-((6-cyclopentylpyrazin-2-yl)amino)-3-methylisoxazol-5-yl)-2-methylpyridin-3-yl)oxy)methyl)cyclohexane-1-carboxylate